4-cyano-N-((1s,3s)-3-((5-(5-(hydroxymethyl)oxazol-2-yl)-1H-pyrrolo[2,3-b]pyridin-4-yl)amino)cyclobutyl)pyridine-2-sulfonamide C(#N)C1=CC(=NC=C1)S(=O)(=O)NC1CC(C1)NC1=C2C(=NC=C1C=1OC(=CN1)CO)NC=C2